4-amino-1-(4-bromo-2-fluoropyridin-3-yl)hex-5-en-1-one NC(CCC(=O)C=1C(=NC=CC1Br)F)C=C